2-(2-(4-fluoropiperidin-1-yl)-6-methylpyrimidine-4-yl)-5-(4-iodo-2-(6-azaspiro[2.5]octan-6-yl)phenyl)-1,3,4-oxadiazole FC1CCN(CC1)C1=NC(=CC(=N1)C=1OC(=NN1)C1=C(C=C(C=C1)I)N1CCC2(CC2)CC1)C